S(O)(O)=O.S(=O)(O)O.N1=CC=C(C=C1)NC(=O)C=1C=CC=C2C=CC=NC12 N-(4-pyridinyl)quinoline-8-carboxamide hydrogen sulfite (bisulfite)